NCCN1C(C=CC1=O)=O 1-(2-aminoethyl)-1h-pyrrole-2,5-dione